Cl.S(=O)(=O)(C1=CC=C(C)C=C1)C(C[C@H](N)C(=O)CCl)CCN 4-Tosyl-L-lysyl-chloromethane hydrochloride